ClCCCON1C(C2=CC=CC=C2C1=O)=O 2-(3-chloropropyloxy)isoindole-1,3-dione